methyl 3-(2-cyanoethyl)-4-oxochromane-6-carboxylate C(#N)CCC1COC2=CC=C(C=C2C1=O)C(=O)OC